FC1(CCC2=C1N=C(N=C2C=2C=CC(=NC2)OCC(=O)N2CCNCC2)N2[C@H](CC2)C)F (S)-2-((5-(7,7-difluoro-2-(2-methylazetidin-1-yl)-6,7-dihydro-5H-cyclopenta[d]pyrimidin-4-yl)pyridin-2-yl)oxy)-1-(piperazin-1-yl)ethan-1-one